(2-hydroxy-4-aminophenyl)-5-aminobenzoxazole OC1=C(C=CC(=C1)N)C=1OC2=C(N1)C=C(C=C2)N